(2R)-2-Amino-6-methyl-2-(4-(trifluoromethyl)phenyl)cyclohexan-1-one N[C@@]1(C(C(CCC1)C)=O)C1=CC=C(C=C1)C(F)(F)F